FC=1C=C(C=C(C1)F)CC=1C=C2C(=NNC2=CC1)NC(=O)C=1C=C(C=CC1NC1CCOCC1)C(=O)NCCCCCCCCN1CCN(CC1)C1=CC=C(C=C1)NC1C(NC(CC1)=O)=O N3-[5-[(3,5-difluorophenyl)methyl]-1H-indazol-3-yl]-N1-[8-[4-[4-[(2,6-dioxo-3-piperidyl)amino]phenyl]piperazin-1-yl]octyl]-4-(tetrahydropyran-4-ylamino)benzene-1,3-dicarboxamide